ClC=1CC(CC1C=O)C(=O)[O-] 3-chloro-4-formyl-cyclopent-3-ene-1-carboxylate